C(C)(C)(C)OC(=O)N1CCC(CC1)C1=CN=C2C(=N1)SC(=C2)C(NC=2C=C(C=1N(C2)C=C(N1)C)F)=O 4-[6-[(8-fluoro-2-methyl-imidazo[1,2-a]pyridin-6-yl)carbamoyl]thieno[2,3-b]pyrazin-3-yl]piperidine-1-carboxylic acid tert-butyl ester